FC1=C(C(=CC=C1)F)N1C=NC2=C(C1)C=CS2 3-(2,6-difluorophenyl)-3,4-dihydrothieno[2,3-d]pyrimidin